n-octyltriphenylphosphine iodide [I-].C(CCCCCCC)C1=C(C=CC=C1)P(C1=CC=CC=C1)C1=CC=CC=C1